1-[5-(5-chloro-2-methoxypyridin-4-yl)-1H-pyrazole-3-carbonyl]-N-[(1r,3r,5r,7r)-adamantan-2-yl]piperidine-4-carboxamide tert-butyl-(R)-3-(picolinamido)piperidine-1-carboxylate C(C)(C)(C)OC(=O)N1C[C@@H](CCC1)NC(C1=NC=CC=C1)=O.ClC=1C(=CC(=NC1)OC)C1=CC(=NN1)C(=O)N1CCC(CC1)C(=O)NC1C2CC3CC(CC1C3)C2